(3R)-3-amino-5-[(4-chlorophenyl)methyl]-7-(5-ethyltetrazol-2-yl)-8-fluoro-1,1-dioxo-2,3-dihydro-1lambda6,5-benzothiazepin-4-one N[C@H]1CS(C2=C(N(C1=O)CC1=CC=C(C=C1)Cl)C=C(C(=C2)F)N2N=C(N=N2)CC)(=O)=O